4,5-di(9-carbazolyl)-phthalonitrile C1=CC=CC=2C3=CC=CC=C3N(C12)C=1C=C(C(C#N)=CC1N1C2=CC=CC=C2C=2C=CC=CC12)C#N